4-Oxo-5-(o-Tolyl)-4,5-dihydroimidazo[1,2-a]pyrido[2,3-e]pyrazine-7-carbaldehyde O=C1C=2N(C3=C(N1C1=C(C=CC=C1)C)N=C(C=C3)C=O)C=CN2